O.O.[Pd+2] palladium(II) dihydrate